30-methylhentriacontyl docos-13-enoate C(CCCCCCCCCCCC=CCCCCCCCC)(=O)OCCCCCCCCCCCCCCCCCCCCCCCCCCCCCC(C)C